N-(5-((5-chloro-4-((3,4-dimethyl-2-(N-methylmethylsulfonamido)phenyl)amino)pyrimidin-2-yl)amino)-2-((2-(dimethylamino)ethyl)(methyl)amino)-4-methoxyphenyl)acrylamide ClC=1C(=NC(=NC1)NC=1C(=CC(=C(C1)NC(C=C)=O)N(C)CCN(C)C)OC)NC1=C(C(=C(C=C1)C)C)N(S(=O)(=O)C)C